N-(1-(2-hydroxy-2-methylpropyl)-3-(3-methylpiperidin-1-yl)-1H-pyrazol-4-yl)pyrazolo[1,5-a]pyrimidine-3-carboxamide OC(CN1N=C(C(=C1)NC(=O)C=1C=NN2C1N=CC=C2)N2CC(CCC2)C)(C)C